ClC1=C(C=C(C=C1)C(CCCN1C(C2=CC=CC=C2C1=O)=O)=C)CNC1(CC1)C=1C=NC=CC1C1=C(C=CC=C1)OC1CC1 2-(4-[4-chloro-3-[([1-[4-(2-cyclopropoxyphenyl)pyridin-3-yl]cyclopropyl]amino)methyl]phenyl]pent-4-en-1-yl)-2,3-dihydro-1H-isoindole-1,3-dione